C1(CC1)C1=CC(=C(OC=2C(=C(C=NC2)CC2=C(C(=NC=C2)NS(NC)(=O)=O)F)C)C=C1)F 4-[[5-(4-cyclopropyl-2-fluoro-phenoxy)-4-methyl-3-pyridyl]methyl]-3-fluoro-N-(methylsulfamoyl)pyridin-2-amine